1-(4-(5-(difluoromethyl)-1,3,4-oxadiazol-2-yl)benzyl)quinol-2(1H)-one FC(C1=NN=C(O1)C1=CC=C(CN2C(C=CC3=CC=CC=C23)=O)C=C1)F